C1(=CC(=CC=C1)S(=O)(=O)N1CC(OCC1)C1=C(SC2=C1C=CC=C2)C(=O)N)C [4-(m-tolylsulfonyl)morpholin-2-yl]benzothiophene-2-carboxamide